(S)-8-methyl-N-(3-methyl-4-((1-methyl-1H-benzo[d]imidazol-5-yl)oxy)phenyl)-6,6a,7,8,9,10-hexahydropyrazino[1',2':4,5][1,4]oxazino[2,3-f]quinazolin-4-amine CN1C[C@@H]2N(C=3C(=C4C(=NC=NC4=CC3)NC3=CC(=C(C=C3)OC3=CC4=C(N(C=N4)C)C=C3)C)OC2)CC1